3-methylcyclohexylamine CC1CC(CCC1)N